8-(benzyloxy)-2-chloro-6a-(difluoromethyl)-5,6,6a,7,8,9-hexahydropyrrolo[1',2':4,5]pyrazino[2,3-c]pyridazine C(C1=CC=CC=C1)OC1CC2(N(C=3C(=NN=C(C3)Cl)NC2)C1)C(F)F